4-(3-chloro-5-fluoro-4-hydroxybenzamido)-N-(2-(trifluoromethyl)benzyl)thiazole-5-carboxamide ClC=1C=C(C(=O)NC=2N=CSC2C(=O)NCC2=C(C=CC=C2)C(F)(F)F)C=C(C1O)F